2-(5-{[(1R,2R,3S,5S)-2-fluoro-8-azabicyclo[3.2.1]octan-3-yl](methyl)amino}pyrazin-2-yl)-5-[1-(pyridin-3-yl)-1H-pyrazol-4-yl]phenol F[C@@H]1[C@H]2CC[C@@H](C[C@@H]1N(C=1N=CC(=NC1)C1=C(C=C(C=C1)C=1C=NN(C1)C=1C=NC=CC1)O)C)N2